N-(methyl-d3)-2-(6-(((3aR,5s,6aS)-2-((tetrahydro-2H-pyran-4-yl)methyl)octahydrocyclopenta[c]pyrrol-5-yl)amino)pyridazin-3-yl)benzamide C(NC(C1=C(C=CC=C1)C=1N=NC(=CC1)NC1C[C@@H]2[C@@H](CN(C2)CC2CCOCC2)C1)=O)([2H])([2H])[2H]